N1=CC=C(C=C1)NC1=CC=NC=C1 bis(pyridin-4-yl)amine